C(C=C)(=O)OC(CCCCC1CO1)CC alpha-ethyl-6,7-epoxyheptyl acrylate